COC1=C2C(=CNC2=CC=C1)CC(=O)N(C)C 2-(4-methoxy-1H-indol-3-yl)-N,N-dimethylacetamide